COC=1C=C(C=CC1N1CCC(CC1)N1CCN(CC1)C)NC1=NC=C(C(=N1)N1OCCC1C1=CC=CC=C1)C(F)(F)F N-(3-methoxy-4-(4-(4-methylpiperazin-1-yl)piperidin-1-yl)phenyl)-4-(3-phenylisooxazolidin-2-yl)-5-(trifluoromethyl)pyrimidin-2-amine